IC1=NC(=CC(=N1)NC1=CC(=C(C=C1)OC1=CC2=C(N(C=N2)C)C=C1)C)SC iodo-N-(3-methyl-4-((1-methyl-1H-benzimidazol-5-yl)oxy)phenyl)-6-methylsulfanyl-pyrimidin-4-amine